O(C)C1=C(C(=O)P(CC(CC(C)(C)C)C)(C(C2=C(C=CC=C2OC)OC)=O)=O)C(=CC=C1)OC bis-(2,6-dimethoxylbenzoyl)-2,4,4-trimethylpentylphosphine oxide